3,3-bis(4-fluorophenyl)acrylic acid anhydride FC1=CC=C(C=C1)C(=CC(=O)OC(C=C(C1=CC=C(C=C1)F)C1=CC=C(C=C1)F)=O)C1=CC=C(C=C1)F